3-[6-(6-isopropylsulfanyl-pyridin-2-yl)-naphthalen-2-yl]-propionic acid C(C)(C)SC1=CC=CC(=N1)C=1C=C2C=CC(=CC2=CC1)CCC(=O)O